6-(4-methoxyphenyl)-2,4-dichloro-1,3,5-triazine COC1=CC=C(C=C1)C1=NC(=NC(=N1)Cl)Cl